F[C@H]1[C@@H]2CC[C@]([C@H](C1=O)F)(N2C(=O)OC(C)(C)C)C 2-Methylpropan-2-yl (1S,2S,4R,5R)-2,4-difluoro-5-methyl-3-oxo-8-azabicyclo[3.2.1]octane-8-carboxylate